NC1(CC1C=1C=CC(=C(C1)NC(=O)C1=CC(=NN1C1=CC(=CC=C1)CN)C(F)(F)F)F)C1=CC(=CC=C1)C(N)=O (-)-N-(5-(1-amino-1-(3-carbamoylphenyl)-3-cyclopropyl)-2-fluorophenyl)-1-(3-(aminomethyl)phenyl)-3-(trifluoromethyl)-1H-pyrazole-5-carboxamide